FC1=C(C(=CC(=C1)CCC)F)OC(C)C 1,3-difluoro-2-isopropoxy-5-propylbenzene